butyl-(triphenyl)boranuide C(CCC)[B-](C1=CC=CC=C1)(C1=CC=CC=C1)C1=CC=CC=C1